tert-butyl (6R)-6-[[(S)-tert-butylsulfanyl]amino]spiro[4,6-dihydrocyclopenta[d]thiazole-5,4'-piperidine]-1'-carboxylate C(C)(C)(C)SN[C@H]1C2=C(N=CS2)CC12CCN(CC2)C(=O)OC(C)(C)C